Oxathiazolidine C1COSN1